2,2'-dichloro-3'-(5-methoxy-6-(((((S)-5-oxopyrrolidin-2-yl)methyl)amino)methyl)quinolin-2-yl)-[1,1'-biphenyl] ClC1=C(C=CC=C1)C1=C(C(=CC=C1)C1=NC2=CC=C(C(=C2C=C1)OC)CNC[C@H]1NC(CC1)=O)Cl